3-(5-(4-(methylamino)piperidin-1-yl)-1-oxoisoindolin-2-yl)piperidine-2,6-dione CNC1CCN(CC1)C=1C=C2CN(C(C2=CC1)=O)C1C(NC(CC1)=O)=O